tert-butyl-7-(4-bromo-5-hydroxypyrazolo[1,5-a]pyridin-3-yl)-2-azaspiro[3.5]nonane C(C)(C)(C)C1NCC12CCC(CC2)C=2C=NN1C2C(=C(C=C1)O)Br